4-(8-(2,4-dimethoxybenzyl)-5-methyl-6-oxo-5,6,7,8-tetrahydropteridine-4-yl)piperazine-1-carboxylate COC1=C(CN2CC(N(C=3C(=NC=NC23)N2CCN(CC2)C(=O)[O-])C)=O)C=CC(=C1)OC